rac-(3R,5R)-1-amino-3-(2-boronoethyl)-5-((dimethylamino)methyl)cyclohexanecarboxylic acid NC1(C[C@@H](C[C@H](C1)CN(C)C)CCB(O)O)C(=O)O |r|